{[5-(3-Chlorophenyl)-3-hydroxypyridine-2-carbonyl]amino}-acetic acid trifluoroacetic acid salt FC(C(=O)O)(F)F.ClC=1C=C(C=CC1)C=1C=C(C(=NC1)C(=O)NCC(=O)O)O